CC1=C2COCC2=CC=C1CO (4-Methyl-1,3-dihydroisobenzofuran-5-yl)methanol